propanaminium sulfate S(=O)(=O)([O-])[O-].C(CC)[NH3+].C(CC)[NH3+]